The molecule is a single-stranded DNA oligonucleotide comprised of nine deoxyadenosine, eight thymidine, two deoxycytidine and two deoxyguanosine residues connected by 3'->5' phosphodiester linkages in the sequence A-A-A-A-A-T-C-C-T-T-T-T-T-G-G-A-T-T-A-A-A. Synthetic model oligodeoxyribonucleotide ligand. CC1=CN(C(=O)NC1=O)[C@H]2C[C@@H]([C@H](O2)COP(=O)(O)O[C@H]3C[C@@H](O[C@@H]3COP(=O)(O)O[C@H]4C[C@@H](O[C@@H]4COP(=O)(O)O[C@H]5C[C@@H](O[C@@H]5COP(=O)(O)O[C@H]6C[C@@H](O[C@@H]6COP(=O)(O)O[C@H]7C[C@@H](O[C@@H]7COP(=O)(O)O[C@H]8C[C@@H](O[C@@H]8COP(=O)(O)O[C@H]9C[C@@H](O[C@@H]9COP(=O)(O)O[C@H]1C[C@@H](O[C@@H]1COP(=O)(O)O[C@H]1C[C@@H](O[C@@H]1COP(=O)(O)O[C@H]1C[C@@H](O[C@@H]1COP(=O)(O)O[C@H]1C[C@@H](O[C@@H]1COP(=O)(O)O[C@H]1C[C@@H](O[C@@H]1COP(=O)(O)O[C@H]1C[C@@H](O[C@@H]1COP(=O)(O)O[C@H]1C[C@@H](O[C@@H]1COP(=O)(O)O[C@H]1C[C@@H](O[C@@H]1COP(=O)(O)O[C@H]1C[C@@H](O[C@@H]1COP(=O)(O)O[C@H]1C[C@@H](O[C@@H]1CO)N1C=NC2=C(N=CN=C21)N)N1C=NC2=C(N=CN=C21)N)N1C=NC2=C(N=CN=C21)N)N1C=NC2=C(N=CN=C21)N)N1C=NC2=C(N=CN=C21)N)N1C=C(C(=O)NC1=O)C)N1C=CC(=NC1=O)N)N1C=CC(=NC1=O)N)N1C=CC(=NC1=O)N)N1C=CC(=NC1=O)N)N1C=CC(=NC1=O)N)N1C=CC(=NC1=O)N)N1C=CC(=NC1=O)N)N1C=NC2=C1N=C(NC2=O)N)N1C=NC2=C1N=C(NC2=O)N)N1C=NC2=C(N=CN=C21)N)N1C=C(C(=O)NC1=O)C)OP(=O)(O)OC[C@@H]1[C@H](C[C@@H](O1)N1C=NC2=C(N=CN=C21)N)OP(=O)(O)OC[C@@H]1[C@H](C[C@@H](O1)N1C=NC2=C(N=CN=C21)N)OP(=O)(O)OC[C@@H]1[C@H](C[C@@H](O1)N1C=NC2=C(N=CN=C21)N)O